2-Ethyl-N-[1-(4-fluoro-3-methylphenyl)-2-oxo-2-({2-oxo-1-[2-(trimethylsilyl)ethoxymethyl]spiro[pyrrolo[3,2-c]pyridine-3,4'-tetrahydropyran]-6-yl}amino)ethyl]pyrazole-3-carboxamide C(C)N1N=CC=C1C(=O)NC(C(NC1=CC2=C(C=N1)C1(CCOCC1)C(N2COCC[Si](C)(C)C)=O)=O)C2=CC(=C(C=C2)F)C